5-(3-chloroimidazo[1,2-a]pyrimidin-6-yl)-N-((3-fluorooxetan-3-yl)methyl)pyrrolo[2,1-f][1,2,4]triazin-2-amine ClC1=CN=C2N1C=C(C=N2)C=2C=CN1N=C(N=CC12)NCC1(COC1)F